C(C)(C)(C)OC(NC[C@H]1C[C@H]([C@@H]2OC(O[C@@H]21)(C)C)N2C=C(C1=C2N=CN=C1N)CCCCO)=O tert-butyl-N-{[(3aR,4R,6R,6aS)-6-[4-amino-5-(4-hydroxybutyl)pyrrolo[2,3-d]pyrimidin-7-yl]-2,2-dimethyl-tetrahydro-3aH-cyclopenta[d][1,3]dioxol-4-yl]methyl}carbamate